(3S,4R)-4-neopentyl-3-nitropiperidine C(C(C)(C)C)[C@H]1[C@@H](CNCC1)[N+](=O)[O-]